4-(4-hydroxy-4-{[imino(methyl)oxo-λ6-sulfanyl]methyl}piperidin-1-yl)-8-methoxyquinoline-3-carbonitrile OC1(CCN(CC1)C1=C(C=NC2=C(C=CC=C12)OC)C#N)CS(=O)(C)=N